N-benzyl-3-oxopropanamide C(C1=CC=CC=C1)NC(CC=O)=O